OC1=C(C(=CC(=C1S(=O)(=O)NCC1OCC1)CCCCC)O)C1C(CCC(=C1)C)C(=C)C 2,6-dihydroxy-5'-methyl-N-(oxetan-2-ylmethyl)-4-pentyl-2'-(prop-1-en-2-yl)-1',2',3',4'-tetrahydro-[1,1'-biphenyl]-3-sulfonamide